C1C(NC12CNC2)C(=O)OC(C)(C)C tert-butyl 3,6-diazaspiro[3.3]heptane-2-carboxylate